C(CCCCCCCCCCCCCCC)C1CCCC2=CC=CC=C12 hexadecyltetrahydronaphthalene